piperidine-2-At N1C(CCCC1)C(=O)[O-]